FC1=NNC=2C=CC3=C(C12)CCCC(=C3C3=CC=C(C=C3)N3CCC(CC3)C=O)C3=CC=C(C=C3)F 1-(4-(1-fluoro-7-(4-fluorophenyl)-3,8,9,10-tetrahydrocyclohepta[e]indazol-6-yl)phenyl)piperidine-4-carbaldehyde